C(C)(C)(C)OC(C[C@@H](C(=O)O)NC(=O)OC(C)(C)C)=O (S)-4-(tert-butoxy)-2-((tert-butyloxycarbonyl)amino)-4-oxobutyric acid